7-(((3-hydroxyoxetan-3-yl)methoxy)methyl)imidazo[1,2-a]pyridine-3-carboxylic acid OC1(COC1)COCC1=CC=2N(C=C1)C(=CN2)C(=O)O